4-(2-chlorobenzyl)-2-(4-hydroxypiperidine-1-carbonyl)imidazo[1,2-a]quinazolin-5(4H)-one ClC1=C(CN2C=3N(C4=CC=CC=C4C2=O)C=C(N3)C(=O)N3CCC(CC3)O)C=CC=C1